(S)-5-((((9H-fluoren-9-yl)methoxy)carbonyl)amino)-5-carboxypentan-1-aminium chloride [Cl-].C1=CC=CC=2C3=CC=CC=C3C(C12)COC(=O)N[C@@H](CCCC[NH3+])C(=O)O